(S)-4-(2-((1-(tert-butoxycarbonyl)piperidin-3-yl)oxy)-5-chloro-3-methylphenyl)pyrrolo[2,1-f][1,2,4]triazine-6-carboxylic acid C(C)(C)(C)OC(=O)N1C[C@H](CCC1)OC1=C(C=C(C=C1C)Cl)C1=NC=NN2C1=CC(=C2)C(=O)O